OCCOC1=C(C=C2C(=NC(N(C2=C1)C)=O)N1CCOCC2=C1C=CC=C2N2CCCC2)C#N 7-(2-hydroxyethoxy)-1-methyl-2-oxo-4-(6-(pyrrolidin-1-yl)-2,3-dihydrobenzo[e][1,4]oxazepin-1(5H)-yl)-1,2-dihydroquinazoline-6-carbonitrile